ClC1=C(O[C@@H]2[C@H](C[C@H](CC2)C2=CC(=CC=C2)C(F)(F)F)N(C(OC(C)(C)C)=O)C2CN(C2)C)C=C(C(=C1)S(N(C1=NC=NC=C1)CC1=C(C=C(C=C1)OC)OC)(=O)=O)F tert-butyl ((1S,2S,5S)-2-(2-chloro-4-(N-(2,4-dimethoxybenzyl)-N-(pyrimidin-4-yl)sulfamoyl)-5-fluorophenoxy)-5-(3-(trifluoromethyl)phenyl)cyclohexyl)(1-methylazetidin-3-yl)carbamate